N-(1-methyl-4-piperidyl)-6-[3-(4-mesyl-2-anisidino)-1-propynyl]-3-methyl-1-(2,2,2-trifluoroethyl)-4-indolecarboxamide CN1CCC(CC1)NC(=O)C=1C=2C(=CN(C2C=C(C1)C#CCNC=1C(OC)=CC=C(C1)S(=O)(=O)C)CC(F)(F)F)C